6-(2-fluoropyridin-4-yl)-3-(3-methoxy-4-(1-(6-methoxypyridin-3-yl)ethoxy)benzyl)-3H-imidazo[4,5-b]pyridine formate C(=O)O.FC1=NC=CC(=C1)C=1C=C2C(=NC1)N(C=N2)CC2=CC(=C(C=C2)OC(C)C=2C=NC(=CC2)OC)OC